(1-acryloyl-azacyclohexan-4-yl)-N4-(3-chloro-4-fluorophenyl)-7-methoxyquinazoline-4,6-diamine C(C=C)(=O)N1CCC(CC1)C1=NC2=CC(=C(C=C2C(=N1)NC1=CC(=C(C=C1)F)Cl)N)OC